C(C)(=O)N1CC2=CC=C(C=C2CC1)C1=CC(=NC2=CC=C(C=C12)C(=O)N1CCOCC1)C=O 4-(2-acetyl-1,2,3,4-tetrahydroisoquinolin-6-yl)-6-(morpholine-4-carbonyl)quinoline-2-carbaldehyde